2,3-dihydro-4H-pyrone O1C(CCC=C1)=O